2-(2'-hydroxy-5'-tert-pentylphenyl)benzotriazole OC1=C(C=C(C=C1)C(C)(C)CC)N1N=C2C(=N1)C=CC=C2